7-((tert-butoxycarbonyl)amino)-4-(tetrahydrofuran-3-yl)-3,4-dihydro-2H-benzo[b][1,4]oxazine C(C)(C)(C)OC(=O)NC=1C=CC2=C(OCCN2C2COCC2)C1